C1(=CC=CC=C1)NC1=NC=CC(=N1)C(=O)N1CCNCC1 (2-(phenylamino)pyrimidin-4-yl)(piperazin-1-yl)methanone